OC1=C(C(=CC(=C1S(=O)(=O)NC(=O)C1OCC1)CCCCC)O)C1CCCC(=C1)C N-((2,6-dihydroxy-5'-methyl-4-pentyl-1',2',3',4'-tetrahydro-[1,1'-biphenyl]-3-yl)sulfonyl)oxetane-2-carboxamide